NCCCCCCNC=1C(=C(C(=O)NC=2SC(=C(N2)C)C)C=CC1)C 3-((6-Aminohexyl)amino)-N-(4,5-dimethylthiazol-2-yl)-2-methylbenzamide